hydroxymethyl-nicotinonitrile OCC1=C(C#N)C=CC=N1